3-methyl-4-((1-methyl-1H-benzimidazol-5-yl)oxy)aniline ethyl-4-methyl-2-(3-(3-(5-methyl-1,2,4-oxadiazol-3-yl)benzamido)-3-(1-methylpiperidin-4-yl)propanamido)thiazole-5-carboxylate C(C)OC(=O)C1=C(N=C(S1)NC(CC(C1CCN(CC1)C)NC(C1=CC(=CC=C1)C1=NOC(=N1)C)=O)=O)C.CC=1C=C(N)C=CC1OC1=CC2=C(N(C=N2)C)C=C1